O[C@@H]1[C@@H](O)[C@@H](O)[C@H](O1)[C@H](O)CO α-D-mannofuranose